(E)-4-(2-bromovinyl)-1,2-dimethoxybenzene Br/C=C/C1=CC(=C(C=C1)OC)OC